ClC=1C2=C(N=CN1)N(C=C2C=C)[C@H]2[C@@H]([C@@H]([C@H](C2)CNCCCNCCC2=CC=CC=C2)O)O (1R,2S,3R,5R)-3-{4-Chloro-5-ethenylpyrrolo[2,3-d]pyrimidin-7-yl}-5-[{{3-[(2-phenylethyl)amino]propyl}amino}methyl]cyclopentane-1,2-diol